(1S,2S,3S,6R)-4-((difluoromethoxy)methyl)-6-(((1-methylcyclohexyl)methyl)amino)cyclohex-4-ene-1,2,3-triol FC(OCC=1[C@@H]([C@@H]([C@H]([C@@H](C1)NCC1(CCCCC1)C)O)O)O)F